4-(3-chlorobenzyloxy)benzaldehyde ClC=1C=C(COC2=CC=C(C=O)C=C2)C=CC1